bis(methylamino)-diphenylmethane CNC(C1=CC=CC=C1)(C1=CC=CC=C1)NC